C(C)(=O)OC=C(C(=O)N)C Acetoxymethacrylamide